2-(3-chloro-4-(6-(1-methylcyclopropoxy)-9-((2-methylthiazol-4-yl)methyl)-9H-purin-8-yl)phenyl)acetamide ClC=1C=C(C=CC1C=1N(C2=NC=NC(=C2N1)OC1(CC1)C)CC=1N=C(SC1)C)CC(=O)N